C1(CCCC1)N1C(=CC2=C1N=C(N=C2)NC2=NC=C(C=C2)OCCO)C(=O)N(C)C 7-cyclopentyl-2-[[5-(2-hydroxyethoxy)-2-pyridinyl]amino]-N,N-dimethyl-pyrrolo[2,3-d]pyrimidine-6-carboxamide